4,4-biphenyl-diboronic acid C1(=CCC(C=C1)(B(O)O)B(O)O)C1=CC=CC=C1